2-oxo-2-(2-oxoindolin-5-yl)ethyl (6S,8S)-2-(3-chloro-2-fluoro-6-(1H-tetrazol-1-yl)phenyl)-8-methyl-4-oxo-4,6,7,8-tetrahydropyrrolo[1,2-a]pyrimidine-6-carboxylate ClC=1C(=C(C(=CC1)N1N=NN=C1)C=1N=C2N(C(C1)=O)[C@@H](C[C@@H]2C)C(=O)OCC(C=2C=C1CC(NC1=CC2)=O)=O)F